CC1=C(C(=CC=C1)C)C=1C=C2OC3=CC=CC(C(NC4=CC=CC(S(NC(N1)=N2)(=O)=O)=C4)=O)=C3 5-(2,6-Dimethylphenyl)-9,9-dioxo-2-oxa-9λ6-thia-6,8,15,23-tetraazatetracyclo[15.3.1.13,7.110,14]tricosa-1(20),3,5,7(23),10(22),11,13,17(21),18-nonaen-16-one